(2-methoxy-4-methylpyridin-3-yl)methanol COC1=NC=CC(=C1CO)C